1-(4-methoxybenzyl)-1H-pyrazol-5-amine COC1=CC=C(CN2N=CC=C2N)C=C1